ClC1=C(C(=CC=C1)Cl)N1N=C(C(=N1)C(=O)N)NC1=NC=C(C=C1)N1N=CN=C1C 2-(2,6-dichlorophenyl)-5-((5-(5-methyl-1H-1,2,4-triazol-1-yl)pyridin-2-yl)amino)-2H-1,2,3-triazole-4-carboxamide